C(C)(C)OCCOCC1=CC=C(OCC2CN(C(O2)=O)C(C)C)C=C1 5-((4-((2-isopropoxyethoxy)methyl)phenoxy)methyl)-3-isopropyl-oxazolidin-2-one